C(C)(C)(C)OC(=O)N1C[C@H]([C@@H](CC1)OC=1C=NC(=CC1)N)F trans-4-((6-aminopyridin-3-yl)oxy)-3-fluoropiperidine-1-carboxylic acid tert-butyl ester